3-[5-(difluoromethyl)-1,3,4-thiadiazol-2-yl]-1-ethyl-N-(3-methyloxetan-3-yl)-7-[4-(2-methylpropanoyl)piperazin-1-yl]-2-oxo-1,3-benzodiazole-5-sulfonamide FC(C1=NN=C(S1)N1C(N(C2=C1C=C(C=C2N2CCN(CC2)C(C(C)C)=O)S(=O)(=O)NC2(COC2)C)CC)=O)F